2-((3-(2,6-dioxopiperidin-3-yl)-1-methyl-1H-indazol-7-yl)oxy)-N-((6-ethoxy-pyridin-3-yl)methyl)acetamide O=C1NC(CCC1C1=NN(C2=C(C=CC=C12)OCC(=O)NCC=1C=NC(=CC1)OCC)C)=O